C1C2(COC3=CC=CC=C3N=C=NC4=CC=CC=C4O1)COC5=CC=CC=C5N=C=NC6=CC=CC=C6OC2 14,14',15,15'-Tetradehydro-7,7'-spirobi[dibenzo[b,g][1,9,4,6]dioxadiazacyclododecine]